ClC=1C=C(C=CC1)C1=CC(=CC=C1)C1=CC=2C3(C4=CC=CC=C4C2C=C1)CCCCC3 2'-(3'-chloro-[1,1'-biphenyl]-3-yl)spiro[cyclohexane-1,9'-fluorene]